(2R,4S)-4-methyl-N-Boc-4-methyl-2-pyrrolidinecarboxylic acid ethyl ester C(C)OC(=O)[C@@H]1N(CC(C1)(C)C)C(=O)OC(C)(C)C